[Hf].CC(CC(C)=O)=O (2,4-pentanedione) hafnium